N-{2,3-dimethoxy-6H,7H,8H,9H,10H-cyclohepta[b]quinolin-11-yl}-1-methylpiperidin-4-amine COC=1C=C2C(=C3C(=NC2=CC1OC)CCCCC3)NC3CCN(CC3)C